vinylferrocene-acrylate C(=C)OC(C=C[C-]1C=CC=C1)=O.[CH-]1C=CC=C1.[Fe+2]